[3-amino-6-[(1RS,4SR)-3-azabicyclo[2.2.1]heptan-3-yl]pyrazolo[3,4-b]pyridin-1-yl]-(2-methoxyphenyl)methanone NC1=NN(C2=NC(=CC=C21)N2C[C@@H]1CC[C@H]2C1)C(=O)C1=C(C=CC=C1)OC |r|